(4-(2-(4-(4-methyl-3-(morpholinosulfonyl)phenyl)-1H-pyrazol-1-yl)ethyl)piperazin-1-yl)ethan-1-one CC1=C(C=C(C=C1)C=1C=NN(C1)CCN1CCN(CC1)C(C)=O)S(=O)(=O)N1CCOCC1